1-(3,4-dimethyl-2-phenyl-2H-pyrazolo[3,4-d]pyridazin-7-yl)-N-(pyridin-2-ylmethyl)piperidine-3-carboxamide CC=1N(N=C2C(=NN=C(C21)C)N2CC(CCC2)C(=O)NCC2=NC=CC=C2)C2=CC=CC=C2